methyl (S)-3-(8-bromo-6-(2-chlorophenyl)-1-((2-morpholinoethyl)thio)-4H-benzo[f][1,2,4]triazolo[4,3-a][1,4]diazepin-4-yl)propionate BrC=1C=CC2=C(C(=N[C@H](C=3N2C(=NN3)SCCN3CCOCC3)CCC(=O)OC)C3=C(C=CC=C3)Cl)C1